4-(Trifluoromethyl)-5-(1-((3-(4-(5-(trifluoromethyl)pyridin-2-yl)piperazine-1-carbonyl)phenoxy)methyl)isoindolin-2-yl)pyridazin-3(2H)-one FC(C=1C(NN=CC1N1C(C2=CC=CC=C2C1)COC1=CC(=CC=C1)C(=O)N1CCN(CC1)C1=NC=C(C=C1)C(F)(F)F)=O)(F)F